2-(4-fluorophenyl)-6-methyl-3-oxo-2,3-dihydro-pyridazine-4-carboxylic acid FC1=CC=C(C=C1)N1N=C(C=C(C1=O)C(=O)O)C